1-(3-bromoimidazo[1,2-a]pyridin-6-yl)-5-(4-fluorophenyl)pyrrolidin-2-one BrC1=CN=C2N1C=C(C=C2)N2C(CCC2C2=CC=C(C=C2)F)=O